C1(=CC=C(C=C1)N(C1=CC=C2C(CC(C2=C1)(C)C1=CC=C(C=C1)NC1=CC=C(C=C1)N(C1=CC=CC=C1)C1=CC=CC=C1)(C)C)C1=CC=C(C=C1)N(C1=CC=CC=C1)C1=CC=CC=C1)C1=CC=CC=C1 N1-(4-(6-([1,1'-biphenyl]-4-yl(4-(diphenylamino)phenyl)amino)-1,3,3-trimethyl-2,3-dihydro-1H-inden-1-yl)phenyl)-N4,N4-diphenylbenzene-1,4-diamine